BrCC=1C(=C(C=CC1)NC(OC(C)(C)C)=O)F tert-butyl (3-(bromomethyl)-2-fluorophenyl)carbamate